N-((4-chlorophenyl)(pyridin-3-yl)methyl)-2-oxo-6-(trifluoromethyl)-1,2-dihydropyridine-3-carboxamide ClC1=CC=C(C=C1)C(NC(=O)C=1C(NC(=CC1)C(F)(F)F)=O)C=1C=NC=CC1